C1(CCC1)CN[C@H]1CN(CCC1)C=1C=CC(=NC1)C1(COC1)C(=O)NC=1N=C2N(C(C1)=O)C=CC=C2 (R)-3-(5-(3-((cyclobutylmethyl)amino)piperidin-1-yl)pyridin-2-yl)-N-(4-oxo-4H-pyrido[1,2-a]pyrimidin-2-yl)oxetane-3-carboxamide